N1CCCCCC1 hexamethyleneimine